1-(12-bromododecyl)-2,3,4,5-tetramethoxy-6-methylbenzene BrCCCCCCCCCCCCC1=C(C(=C(C(=C1C)OC)OC)OC)OC